8-(1-(3-chlorophenyl-cyanopropyl)pyrazolyl)-N-(3-(1-acetylpiperazin-4-yl)phenyl)quinazolin-2-amine ClC=1C=C(C=CC1)C(CCN1N=C(C=C1)C=1C=CC=C2C=NC(=NC12)NC1=CC(=CC=C1)N1CCN(CC1)C(C)=O)C#N